ClCCC[Si](OCC)(OCC)OCC (3-chloropropyl)triethoxysilane